C(C)(C)(C)OC(NC=1C=C2C(N(CC2=CC1Br)C)=O)=O (6-bromo-2-methyl-3-oxoisoindolin-5-yl)carbamic acid tert-butyl ester